ClC1=C(C=CC=C1)NC(NC=1C=NN(C1)C=1C=C(SC1)C(=O)N[C@@H]1CN(CC1)C)=O (S)-4-(4-(3-(2-chlorophenyl)ureido)-1H-pyrazol-1-yl)-N-(1-methylpyrrolidin-3-yl)thiophene-2-carboxamide